ClC=1C=C2C(N(CN(C2=CC1)C1=C(C=C(C=C1)F)CC)C=1C(=NC(=CC1)OC)C)=O 6-chloro-1-(2-ethyl-4-fluorophenyl)-3-(6-methoxy-2-methylpyridin-3-yl)-2,3-dihydroquinazolin-4(1H)-one